Lithium hypochlorit Cl[O-].[Li+]